(±)-trans-N-[8-amino-7-cyano-6-(4-methyl-3-pyridyl)-3-isoquinolyl]-2-cyano-cyclopropanecarboxamide NC=1C(=C(C=C2C=C(N=CC12)NC(=O)[C@H]1[C@@H](C1)C#N)C=1C=NC=CC1C)C#N |r|